hexyl-α-methoxymethyl-γ-butyrolactone C(CCCCC)C1(C(=O)OCC1)COC